COC1C(C1)C(=O)NC1=CC(=C(C=C1)OC=1C=NC(=NC1)N1CCCCC1)C 2-methoxy-N-(3-methyl-4-((2-(piperidin-1-yl)pyrimidin-5-yl)oxy)phenyl)cyclopropane-1-carboxamide